Ethyl (6S)-2-(2-fluorophenyl)-6-methyl-6,7-dihydro-5H-pyrazolo[5,1-b][1,3]oxazine-3-carboxylate FC1=C(C=CC=C1)C1=NN2C(OC[C@H](C2)C)=C1C(=O)OCC